3-(3,4-dihydroxybenzoyl)propionic acid OC=1C=C(C(=O)CCC(=O)O)C=CC1O